(1-(6-(3,4-difluorophenyl)-4-(hydroxymethyl)pyridin-3-yl)-3-(6-methylpyridin-2-yl)piperidin-3-yl)carbamic acid methyl ester COC(NC1(CN(CCC1)C=1C=NC(=CC1CO)C1=CC(=C(C=C1)F)F)C1=NC(=CC=C1)C)=O